2-amino-3-(1,3,4-oxadiazol-2-yl)propanoic acid NC(C(=O)O)CC=1OC=NN1